1-(3-bromophenyl)-3-hydroxycyclobutanecarboxylic acid BrC=1C=C(C=CC1)C1(CC(C1)O)C(=O)O